tert-butyl (R)-(6-(4-methyl-1,1-dioxido-3,4-dihydro-2H-benzo[b][1,4,5]oxathiazepin-7-yl)hexyl)carbamate C[C@@H]1CNS(C2=C(O1)C=C(C=C2)CCCCCCNC(OC(C)(C)C)=O)(=O)=O